C(#N)C1=C(N=NC(=C1C)C)SC=1C=C(C(=O)O)C=CN1 2-[(4-Cyano-5,6-dimethylpyridazin-3-yl)sulfanyl]isonicotinic acid